N-(3-chloro-5-(methylsulfonamido)phenyl)-5-(3-ethoxy-5-fluoropyridin-2-yl)-1-methyl-1H-pyrrole-3-carboxamide ClC=1C=C(C=C(C1)NS(=O)(=O)C)NC(=O)C1=CN(C(=C1)C1=NC=C(C=C1OCC)F)C